FC(F)C(CC1=CC(=CC=C1)OC)S(=O)(=O)O Difluoromethyl-(E)-2-(3-methoxyphenyl)ethane-1-sulfonic acid